C1(CC1)OC=1C=C(C=O)C=CC1NC 3-CYCLOPROPOXY-4-(METHYLAMINO)BENZALDEHYDE